C[C@@H]1O[C@@H](CN(C1)C1=CC=CC(=N1)C1=NC2=CC(=NC=C2C=C1)CC(=O)NC1=CC(=CC=C1)N1S(CCC1)(=O)=O)C 2-(2-(6-((cis)-2,6-dimethylmorpholino)pyridin-2-yl)-1,6-naphthyridin-7-yl)-N-(3-(1,1-dioxidoisothiazolidin-2-yl)phenyl)acetamide